(7-(3-hydroxy-3-methylbut-1-yn-1-yl)-5-methyl-4-oxo-2,3,4,5-tetrahydrobenzo[b][1,4]oxazepin-3-yl)-4-phenoxypicolinamide OC(C#CC1=CC2=C(OCC(C(N2C)=O)C=2C(=NC=CC2OC2=CC=CC=C2)C(=O)N)C=C1)(C)C